C1(CC1)C1=C(C=C(C=C1)NC1=NC=2N(C(=C1)NC1=NC=CC=C1)N=CC2C#N)CS(=O)(=O)C 5-((4-Cyclopropyl-3-((methylsulfonyl)methyl)phenyl)amino)-7-(pyridin-2-ylamino)pyrazolo[1,5-a]pyrimidin-3-carbonitril